C(CCCCCCCCCCCCC)S tetradecan-thiol